FC1=C(C(=CC=C1O)C=O)B(O)O (2-fluoro-6-formyl-3-hydroxyphenyl)boronic acid